(3R,5R)-1-{2-[1-(cyclopropylmethyl)-1H-indol-2-yl]-7-methoxy-1-[(pyridin-4-yl)methyl]-1H-1,3-benzodiazole-5-carbonyl}-5-fluoropiperidin-3-amine C1(CC1)CN1C(=CC2=CC=CC=C12)C1=NC2=C(N1CC1=CC=NC=C1)C(=CC(=C2)C(=O)N2C[C@@H](C[C@H](C2)F)N)OC